(S)-N-((R)-1-(3-amino-5-(trifluoromethyl)phenyl)ethyl)-7-(ethoxymethyl)-2-methyl-7,8,10,11-tetrahydro-[1,4,7]trioxonino[2,3-g]quinazolin-4-amine NC=1C=C(C=C(C1)C(F)(F)F)[C@@H](C)NC1=NC(=NC2=CC3=C(C=C12)O[C@H](COCCO3)COCC)C